BrC=1OC=CN1 2-bromooxazol